C(#N)C1(CC12CC2)C=2C=C1C=C(N=CC1=CC2)NC(C[C@@H]2CN(CCO2)C)=O (R)-N-(6-(1-cyanospiro[2.2]pentan-1-yl)isoquinolin-3-yl)-2-(4-methylmorpholin-2-yl)acetamide